5-bromo-3-fluoro-2-hydroxybenzoic acid BrC=1C=C(C(=C(C(=O)O)C1)O)F